ClC1=NC(=NC=C1)C1=CN=C2N1C=C(C=C2)OC2=CC=CC=C2 4-chloro-2-{6-phenoxyimidazo[1,2-a]pyridin-3-yl}pyrimidine